NC=1N=NC=CC1C1=CC(=C(C(=O)NC=2C=NC(=C(C2)Cl)N2N=CC=N2)C=C1F)Cl 4-(3-aminopyridazin-4-yl)-2-chloro-N-(5-chloro-6-(2H-1,2,3-triazol-2-yl)pyridin-3-yl)-5-fluorobenzamide